C(C=C)C=1C(=NC(=NC1)Cl)N(C(OC(C)(C)C)=O)C tert-butyl (5-allyl-2-chloropyrimidin-4-yl)(methyl)carbamate